C(C=CCCCCC)[Si](OC)(OC)OC 2-octenyltrimethoxysilane